C1(CCC1)NC1=NC(=CC(=C1)C(=O)NC[C@@H](O)[C@H]1N(CC2=CC(=CC=C2C1)OCOC)C(=O)OC(C)(C)C)N1CCN(CC1)C(CC)=O tert-butyl (3S)-3-[(1R)-2-[[2-(cyclobutylamino)-6-(4-propanoylpiperazin-1-yl)pyridine-4-carbonyl]amino]-1-hydroxy-ethyl]-7-(methoxymethoxy)-3,4-dihydro-1H-isoquinoline-2-carboxylate